COC1=CC(=O)C(=O)C2=C1C=CN=C2 Isoquinolinedione